Ethyl 2-chloro-4-{[(1S,2R)-2-hydroxy-2,3-dihydro-1H-inden-1-yl]amino}pyrimidine-5-carboxylate ClC1=NC=C(C(=N1)N[C@@H]1[C@@H](CC2=CC=CC=C12)O)C(=O)OCC